BrC=1C=C2C=NC(=NC2=CC1)NC1CC2(CC(C2)OC2=C(C(=O)N)C=CC=N2)C1 2-(((2s,4s,6s)-6-((6-bromoquinazolin-2-yl)amino)spiro[3.3]heptan-2-yl)oxy)nicotinamide